2,2,2-Trifluoroethyl (S)-2-amino-3-(2-fluorophenyl)propanoate hydrochloride Cl.N[C@H](C(=O)OCC(F)(F)F)CC1=C(C=CC=C1)F